BrC1=NC=C(C2=C1C1(OCCO1)C(C2=O)F)OC=2C=C(C#N)C=C(C2)F 3-((1-bromo-6-fluoro-5-oxo-5,6-dihydrospiro[cyclopenta[c]pyridine-7,2'-[1,3]dioxolane]-4-yl)oxy)-5-fluorobenzonitrile